CC1=NC=CC(=C1C)C=1C=NC(=CC1)N 2',3'-dimethyl-[3,4'-bipyridine]-6-amine